4-oxo-4,5,6,7-tetrahydropyrazolo[1,5-a]pyrazin O=C1C=2N(CCN1)N=CC2